1,2-Diethylpyridinium acetat C(C)(=O)[O-].C(C)[N+]1=C(C=CC=C1)CC